ClC=1C=C(CC2=CC=C(N=N2)NC(=O)C2=NN(C(C=C2)=O)C)C=CC1 N-(6-(3-chlorobenzyl)pyridazin-3-yl)-1-methyl-6-oxo-1,6-dihydropyridazine-3-carboxamide